N-cyclohexylcyclohexane-1,3-diamine C1(CCCCC1)NC1CC(CCC1)N